acryloxycetyl phosphate P(=O)(OC(CCCCCCCCCCCCCCC)OC(C=C)=O)([O-])[O-]